(2R,5S)-5-(4-chlorobenzyl)-4-(4-(1-methyl-1H-1,2,4-triazol-3-yl)cyclohexyl)morpholine-2-carboxylic acid 2,2,2-trifluoroacetate FC(C(=O)O)(F)F.ClC1=CC=C(C[C@H]2CO[C@H](CN2C2CCC(CC2)C2=NN(C=N2)C)C(=O)O)C=C1